NCC1=NNC(C2=CC=C(C=C12)C1=C(N(N=C1)C)C1=C(C#N)C(=CC(=C1F)Cl)OC1CC1)=O (P)-2-[4-[4-(aminomethyl)-1-oxo-2H-phthalazin-6-yl]-2-methyl-pyrazol-3-yl]-4-chloro-6-(cyclopropoxy)-3-fluoro-benzonitrile